(S)-2-amino-N-(3-fluoro-4-(3-methylpyridin-4-yl)phenyl)-3,3-diphenylpropionylAmine dihydrochloride Cl.Cl.N[C@H](C(=O)NC1=CC(=C(C=C1)C1=C(C=NC=C1)C)F)C(C1=CC=CC=C1)C1=CC=CC=C1